2-((5-(2,6-dichloro-4-(6-(difluoromethyl)-3,5-dioxo-4,5-dihydro-1,2,4-triazin-2(3H)-yl)phenoxy)-2-hydroxyphenyl)sulfonamido)-N-(2,2-difluoroethyl)acetamide ClC1=C(OC=2C=CC(=C(C2)S(=O)(=O)NCC(=O)NCC(F)F)O)C(=CC(=C1)N1N=C(C(NC1=O)=O)C(F)F)Cl